(4-[(5,6-diphenylpyrazin-2-yl)(prop-2-yl)amino]butoxy)calcium acetate C(C)(=O)[O-].C1(=CC=CC=C1)C=1N=CC(=NC1C1=CC=CC=C1)N(CCCCO[Ca+])C(C)C